COC1=CC=CC=2CNC(COC21)C=2C=CC=1N(C2)C=C(N1)CNC(OC(C)(C)C)=O tert-Butyl N-[[6-(9-methoxy-2,3,4,5-tetrahydro-1,4-benzoxazepin-3-yl)imidazo[1,2-a]pyridin-2-yl]methyl]carbamate